tert-butyl 6-{2-[(cyclopropylmethyl)amino]-4-(methoxycarbonyl)phenyl}-2,2-difluoro-7-azaspiro[3.5]non-5-ene-7-carboxylate C1(CC1)CNC1=C(C=CC(=C1)C(=O)OC)C1=CC2(CC(C2)(F)F)CCN1C(=O)OC(C)(C)C